N-((5-(2-bromoacetyl)-3-fluorothiophen-2-yl)methyl)pivalamide BrCC(=O)C1=CC(=C(S1)CNC(C(C)(C)C)=O)F